CC1=C2C(=CC(=C1)O2)Cl (2-methyl-6-chloro-1,4-phenylene) ether